N[C@H]1CN(CCC1)CC=1C=C(C=CC1)S(=O)(=O)NC1=CC=C(C=C1)C1=CC2=C(N=CN=C2N2CCOCC2)N1 (R)-3-((3-aminopiperidin-1-yl)methyl)-N-(4-(4-morpholino-7H-pyrrolo[2,3-d]pyrimidin-6-yl)phenyl)benzenesulfonamide